trans-4-((3-(1-Cyclopropyl-1H-pyrazol-4-yl)phenyl) ((trans-4-(4-methoxy-3-methylphenyl)-cyclohexyl)-methyl)carbamoyl)cyclohexyl azetidin-3-ylcarbamate N1CC(C1)NC(O[C@@H]1CC[C@H](CC1)C(N(C[C@@H]1CC[C@H](CC1)C1=CC(=C(C=C1)OC)C)C1=CC(=CC=C1)C=1C=NN(C1)C1CC1)=O)=O